(1R,4S,5S)-2-[(tert-Butoxy)carbonyl]-2-azabicyclo[2.2.1]heptane-5-carboxylic acid C(C)(C)(C)OC(=O)N1[C@H]2C[C@@H]([C@@H](C1)C2)C(=O)O